ethyl (3-(4-morpholinothieno[3,2-d]pyrimidin-2-yl)phenyl) carbonate C(OCC)(OC1=CC(=CC=C1)C=1N=C(C2=C(N1)C=CS2)N2CCOCC2)=O